C(N)(=O)C=1C=C(C=CC1F)NC(=O)[C@H]1O[C@]([C@@H]([C@H]1C1=C(C(=C(C=C1)F)F)OC)C)(C(F)(F)F)C (2S,3S,4R,5R)-N-(3-Carbamoyl-4-fluoro-phenyl)-3-(3,4-Difluoro-2-methoxy-phenyl)-4,5-dimethyl-5-(trifluoromethyl)tetrahydrofuran-2-carboxamid